C(C=C)OC1=C(C=CC=C1)OCC=C 1,2-diallyloxybenzene